tert-butyl N-methyl-N-(2-phenyl-4,5,6,7-tetrahydrobenzothiophen-5-yl)carbamate CN(C(OC(C)(C)C)=O)C1CCC2=C(C=C(S2)C2=CC=CC=C2)C1